Ethyl 2-bromo-4-(2-((tert-butyldiphenylsilyl)oxy)ethyl)-3-methylbenzo[b]thiophene-6-carboxylate BrC1=C(C2=C(S1)C=C(C=C2CCO[Si](C2=CC=CC=C2)(C2=CC=CC=C2)C(C)(C)C)C(=O)OCC)C